C(=O)(N1C=NC=C1)N1C=NC=C1 1,1'-carbonyl-diimidazol